O=C1CN(CC1)C(=O)OC(C)(C)C tert-butyl 3-oxo-1-pyrrolidinecarboxylate